OC1C2C(N(C1)C(=O)OC(C)(C)C)CCN2C(=O)OCC2=CC=CC=C2 4-benzyl 1-(tert-butyl) 3-hydroxyhexahydropyrrolo[3,2-b]pyrrole-1,4-dicarboxylate